The molecule is a mixture obtained by combining ammonium sulfate and urea. It has a role as a fertilizer. It contains an ammonium sulfate and a urea. C(=O)(N)N.[NH4+].[NH4+].[O-]S(=O)(=O)[O-]